N-(3-(5-fluoro-2-(4-methoxybenzylamino)pyrimidin-4-ylamino)phenyl)acrylamide FC=1C(=NC(=NC1)NCC1=CC=C(C=C1)OC)NC=1C=C(C=CC1)NC(C=C)=O